C(C)N(CCC1=NNC2=CC=C(C(=C12)F)OC)C N-ethyl-2-(4-fluoro-5-methoxy-1H-indazol-3-yl)-N-methylethan-1-amine